tert-butyl (1R,5S,6s)-6-((5-amino-2-chloropyridin-4-yl)amino)-3-azabicyclo[3.1.0]hexane-3-carboxylate NC=1C(=CC(=NC1)Cl)NC1[C@@H]2CN(C[C@H]12)C(=O)OC(C)(C)C